dimethyl-(cyclopentadienyl)(tetrahydrofluoren-1-yl)silane tetrahydro-2H-pyran-2-carboxylate O1C(CCCC1)C(=O)O.C[Si](C1CCCC=2C3=CC=CC=C3CC12)(C1C=CC=C1)C